C(C(C)C)(=O)OCN1C(N(N=C(C1=O)C#N)C1=CC(=C(C(=C1)Cl)OC1=NNC(C(=C1)C(C)C)=O)Cl)=O (6-cyano-2-(3,5-dichloro-4-((5-isopropyl-6-oxo-1,6-dihydropyridazin-3-yl)oxy)phenyl)-3,5-dioxo-2,5-dihydro-1,2,4-triazin-4(3H)-yl)methyl isobutyrate